(1R,2R)-N-[7-chloro-6-[4-((3R,4R)-4-fluoro-3-methyl-tetrahydrofuran-3-yl)piperazin-1-yl]-3-isoquinolyl]-2-cyano-cyclobutanecarboxamide ClC1=C(C=C2C=C(N=CC2=C1)NC(=O)[C@H]1[C@@H](CC1)C#N)N1CCN(CC1)[C@@]1(COC[C@@H]1F)C